5-(2,5-dimethyl-1,2,3,4-tetrahydroisoquinolin-7-yl)-3-(1H-pyrazol-4-yl)pyrazin-2-amine CN1CC2=CC(=CC(=C2CC1)C)C=1N=C(C(=NC1)N)C=1C=NNC1